(3-((tert-butyldimethylsilyl)oxy)-6-chloro-2-methylphenyl)-4-methoxy-2-((3-methyl-4-((1-methylpyrrolidin-3-yl)oxy)phenyl)amino)pyrimidine-5-carboxamide [Si](C)(C)(C(C)(C)C)OC=1C(=C(C(=CC1)Cl)C1=C(C(=NC(=N1)NC1=CC(=C(C=C1)OC1CN(CC1)C)C)OC)C(=O)N)C